BrC1=CC(=CC2=C1N1C(CCO2)=CC=N1)Cl 10-bromo-8-chloro-4,5-dihydropyrazolo[5,1-D][1,5]benzoxazepine